3-butyl-aziridine tert-butyl-4-((5-methyl-4-(1-((2-(trimethylsilyl)ethoxy)methyl)-1H-indazol-3-yl)pyrimidin-2-yl)amino)piperidine-1-carboxylate C(C)(C)(C)OC(=O)N1CCC(CC1)NC1=NC=C(C(=N1)C1=NN(C2=CC=CC=C12)COCC[Si](C)(C)C)C.C(CCC)C1CN1